C(C)OC(=O)C1=CC2=CC=CC2=CC=C1 Azulene-5-carboxylic acid ethyl ester